C(=O)(OC(C)(C)C)N[C@@H]1CNC[C@H]1O trans-3-(boc-amino)-4-hydroxypyrrolidine